OC1(CCCC1)C(C)=O 1-(1-hydroxycyclopentyl)-ethanone